4-(5-(3-Ethoxy-4-methoxyphenyl)-1,2,4-thiadiazol-3-yl)-1,2-oxaborolan-2-ol C(C)OC=1C=C(C=CC1OC)C1=NC(=NS1)C1CB(OC1)O